(4-{5-[2-(2-tert-butoxycarbonylamino-ethoxy)ethoxy]benzimidazol-1-yl}-phenyl)-carbamic acid phenyl ester C1(=CC=CC=C1)OC(NC1=CC=C(C=C1)N1C=NC2=C1C=CC(=C2)OCCOCCNC(=O)OC(C)(C)C)=O